C(C)NC(=O)C=1NC(=C(C1C)[C@H](C)C1=C(C=CC=C1)F)C(=O)NC (S)-N2-ethyl-4-(1-(2-fluorophenyl)ethyl)-N5,3-dimethyl-1H-pyrrole-2,5-dicarboxamide